N-allyl-2-((2'-allyl-[1,1'-biphenyl]-3-yl)methyl)-3-(ethylsulfonamido)-pyrrolidine-1-carboxamide C(C=C)NC(=O)N1C(C(CC1)NS(=O)(=O)CC)CC=1C=C(C=CC1)C1=C(C=CC=C1)CC=C